Ethyl (5R)-2-(6-fluoropyridin-3-yl)-5-methyl-6,7-dihydro-5H-pyrazolo[5,1-b][1,3]oxazine-3-carboxylate FC1=CC=C(C=N1)C1=NN2C(O[C@@H](CC2)C)=C1C(=O)OCC